N-(6-(5-chloro-7-(cyano(formamido)methyl)-6-fluoro-1H-indazol-4-yl)imidazo[1,2-a]pyridin-2-yl)-2-fluorocyclopropane-1-carboxamide ClC=1C(=C2C=NNC2=C(C1F)C(NC=O)C#N)C=1C=CC=2N(C1)C=C(N2)NC(=O)C2C(C2)F